2-(4-ethoxycarbonylnaphthyl)-4,6-bis(trichloromethyl)-S-Triazine C(C)OC(=O)C1=CC=C(C2=CC=CC=C12)C1=NC(=NC(=N1)C(Cl)(Cl)Cl)C(Cl)(Cl)Cl